[O-]S(=O)(=O)C(F)(F)F.C[N+]1=CNC2=C1C=CC=C2 N-(methyl)benzimidazolium triflate